COC1=CC2=C(C=C(O2)C=2N=C3SC(=NN3C2)OC)C(=C1)OCC=1N=C(SC1)C1(CCOCC1)NC(CNC(OC(C)(C)C)=O)=O tert-Butyl (2-((4-(4-(((6-methoxy-2-(2-methoxyimidazo-[2,1-b][1,3,4]thiadiazol-6-yl)benzofuran-4-yl)oxy)methyl)-thiazol-2-yl)tetrahydro-2H-pyran-4-yl)amino)-2-oxoethyl)carbamate